5-({(2R,5S)-5-[3-(4-chloro-1H-pyrrol-2-yl)-1,2,4-oxadiazol-5-yl]-2-methylpiperidin-1-yl}carbonyl)-2-fluoropyridine ClC=1C=C(NC1)C1=NOC(=N1)[C@H]1CC[C@H](N(C1)C(=O)C=1C=CC(=NC1)F)C